NC1=CC=C(C=N1)C1CN(CCC1)C1=NC2=CC(=NC=C2C=C1)CNC(C1=CC(=C(C=C1)C)S(=O)(=O)C)=O N-((2-(3-(6-aminopyridin-3-yl)piperidin-1-yl)-1,6-naphthyridin-7-yl)methyl)-4-methyl-3-(methylsulfonyl)benzamide